N'-(2-ethyl-4-hydroxy-phenyl)-6-(6-methoxy-4-methyl-3-pyridyl)-4-[[[(R)-pyrrolidin-2-yl]methyl]amino]pyrrolo[1,2-b]pyridazine-3-carboxamidine C(C)C1=C(C=CC(=C1)O)N=C(N)C1=C(C=2N(N=C1)C=C(C2)C=2C=NC(=CC2C)OC)NC[C@@H]2NCCC2